C(C1=CC=CC=C1)OC[C@H](CO[Si](C)(C)C(C)(C)C)F (R)-(3-(benzyloxy)-2-fluoropropoxy)(tert-butyl)dimethylsilane